5-{7-[(cyclopropylmethyl)amino]-1-fluoro-3-hydroxy-5,6,7,8-tetrahydronaphthalen-2-yl}-1λ6,2,5-thiadiazolidine-1,1,3-trione C1(CC1)CNC1CCC=2C=C(C(=C(C2C1)F)N1CC(NS1(=O)=O)=O)O